6-(8-(5-(2,5-difluorophenyl)-4,5-dihydro-1H-pyrazole-1-carbonyl)-5-azaspiro[2.5]oct-5-yl)pyrimidine-4-carbonitrile FC1=C(C=C(C=C1)F)C1CC=NN1C(=O)C1CCN(CC12CC2)C2=CC(=NC=N2)C#N